ClC1=NC2=CC(=C(C=C2C=N1)C1=CC(=CC(=C1)OC)OC)[N+](=O)[O-] 2-chloro-6-(3,5-dimethoxyphenyl)-7-nitroquinazoline